C(=O)(O)N(CCC(=O)O)C(=O)O N-carboxy-carboxy-β-alanine